5-([1,2,4]triazolo[1,5-a]pyridin-7-yl)-N-((3S,4S)-3-fluoro-1-(oxetan-3-yl)piperidin-4-yl)-4-methoxypyrrolo[2,1-f][1,2,4]triazin-2-amine N=1C=NN2C1C=C(C=C2)C=2C=CN1N=C(N=C(C12)OC)N[C@@H]1[C@H](CN(CC1)C1COC1)F